CC(C(OCCOCCOCCOCCOCCOCCOCC(=O)O)=O)=C 23-methyl-22-oxo-3,6,9,12,15,18,21-heptaoxatetracos-23-enoic acid